1-(1-acetylpiperidine-4-yl)-3-(4-(5-(difluoromethyl)-1,3,4-oxadiazole-2-yl)benzyl)-5-fluoro-1,3-dihydro-2H-benzo[d]imidazole-2-one C(C)(=O)N1CCC(CC1)N1C(N(C2=C1C=CC(=C2)F)CC2=CC=C(C=C2)C=2OC(=NN2)C(F)F)=O